CP(N[C@@H](CCC(=O)O)C(=O)O)O N-[methyl-hydroxyphosphino]glutamic acid